C[C@@H]1CCNC1 (3S,4R)-4-methylpyrrolidin